C(C)(C)(C)OC(=O)N1CC(C1)[C@H](CC)NC(=O)OCC1=CC=CC=C1 3-((S)-1-benzyloxycarbonylamino-propyl)-azetidine-1-carboxylic acid tert-butyl ester